COC1=CC(=NC=C1C#CC1=C(C=CC=C1)NS(=O)(=O)C=1C=CC=C2C=CC=NC12)C(=O)O 4-methoxy-5-{2-[2-(quinoline-8-sulfonamido)phenyl]ethynyl}pyridine-2-carboxylic acid